2-(4-(Trifluoromethyl)phenyl)thiazole-5-carbaldehyde FC(C1=CC=C(C=C1)C=1SC(=CN1)C=O)(F)F